3-sulfopropyl-tetradecyl-dimethyl-ammonium (3-(N,N-dimethylmyristylammonio) propansulfonate) C[N+](C)(CCCS(=O)(=O)[O-])CCCCCCCCCCCCCC.S(=O)(=O)(O)CCC[N+](C)(C)CCCCCCCCCCCCCC